2-methyl-N-(2-oxopyrrolidin-3-yl)-5-((6-(trifluoromethyl)pyridin-2-yl)methoxy)benzofuran CC=1OC2=C(C1)C=C(C=C2)OCC2N(C(=CC=C2)C(F)(F)F)C2C(NCC2)=O